C1(CCCC1)COC=1C=C(O[C@H](CN)C)C=CC1 (S)-2-(3-(cyclopentylmethoxy)phenoxy)propan-1-amine